C1(CC1)CCC=1N(C=C(N1)C=1N=C(OC1)C)C(=O)N (2-cyclopropylethyl)-4-(2-methyloxazol-4-yl)-1H-imidazole-1-carboxamide